Di-tert-butyl 5-nitro-1H-indole-1,2-dicarboxylate [N+](=O)([O-])C=1C=C2C=C(N(C2=CC1)C(=O)OC(C)(C)C)C(=O)OC(C)(C)C